(3S)-4-(dimethylamino)-3-(9H-fluoren-9-ylmethoxycarbonyl(methyl)amino)-4-oxobutanoic acid CN(C([C@H](CC(=O)O)N(C)C(=O)OCC1C2=CC=CC=C2C=2C=CC=CC12)=O)C